BrC1=CC=C(C=C1)S(=O)(=O)NC 1-bromo-4-(methylaminosulfonyl)benzene